FC1=CC=C(C=C1)N1N=NC2=C1C=CC(=C2)N2[C@@H]([C@H](CC2=O)NS(=O)(=O)C2CC2)C2=CC=CC=C2 |r| N-[rac-(2R,3S)-1-[1-(4-fluorophenyl)benzotriazol-5-yl]-5-oxo-2-phenylpyrrolidin-3-yl]cyclopropanesulfonamide